4-[2-(1H-Benzimidazol-2-ylthio)ethyl]-N-[6-methyl-2,4-bis(methylthio)-3-pyridinyl]-1-piperazineacetamide dihydrochloride Cl.Cl.N1C(=NC2=C1C=CC=C2)SCCN2CCN(CC2)CC(=O)NC=2C(=NC(=CC2SC)C)SC